C1(=CC=C(C=C1)NC1=CC=CC=2C3(C4=CC=CC=C4C12)C1=CC=CC=C1C=1C=CC=CC13)C1=CC=CC=C1 N-(biphenyl-4-yl)-9,9'-spirobi[9H-fluorene]-4-amine